(trifluoromethyl)[1,1'-biphenyl] FC(F)(F)C1=C(C=CC=C1)C1=CC=CC=C1